ClC=1C2=C(N=C(N1)C1=NC=CC=N1)SC(=C2)C 4-chloro-6-methyl-2-(pyrimidin-2-yl)thieno[2,3-d]pyrimidine